4-Phenylbenzoyl chloride C1(=CC=CC=C1)C1=CC=C(C(=O)Cl)C=C1